C(#N)C1=CC(=C(C=C1)CN(C(C(OC1=C(C(=CC(=C1)F)F)C(C([2H])([2H])[2H])([2H])[2H])([2H])[2H])=O)CC(=O)NN)F N-[(4-cyano-2-fluoro-phenyl)methyl]-2,2-dideuterio-2-[3,5-difluoro-2-(1,1,2,2,2-pentadeuterioethyl)phenoxy]-N-(2-hydrazino-2-oxo-ethyl)acetamide